N-(2-((4-(cyclopropyl-(dimethyl)germyl)phenyl)amino)-1-(4-methoxyphenyl)-2-oxoethyl)-3-hydroxy-N-methyl-1,2-oxazole-5-carboxamide C1(CC1)[Ge](C1=CC=C(C=C1)NC(C(C1=CC=C(C=C1)OC)N(C(=O)C1=CC(=NO1)O)C)=O)(C)C